2-(6-amino-2-fluoro-3-methoxyphenyl)-N-(6-(((6-cyclopropylimidazo[1,2-a]pyridin-2-yl)methyl)amino)pyrimidin-4-yl)acetamide NC1=CC=C(C(=C1CC(=O)NC1=NC=NC(=C1)NCC=1N=C2N(C=C(C=C2)C2CC2)C1)F)OC